tert-butyl (S,E)-4-(3-(4-(2-(4-((2-(2-cyano-4,4-difluoropyrrolidin-1-yl)-2-oxoethyl)carbamoyl)pyridin-3-yl)vinyl)phenoxy)propyl)piperazine-1-carboxylate C(#N)[C@H]1N(CC(C1)(F)F)C(CNC(=O)C1=C(C=NC=C1)/C=C/C1=CC=C(OCCCN2CCN(CC2)C(=O)OC(C)(C)C)C=C1)=O